ClC1=C(C=C(C=C1)F)C1NC(C2=C1C(=CC1=C(N(N=C21)C)C(F)F)C2=C(C(=O)N)C=C(C=C2F)C(F)(F)F)=O (6-(2-chloro-5-fluorophenyl)-3-(difluoromethyl)-2-methyl-8-oxo-2,6,7,8-tetrahydropyrrolo[3,4-g]indazol-5-yl)-3-fluoro-5-(trifluoromethyl)benzamide